ClC=1C=C(C(=C(C1)C1=NC=NN2C1=CC(=C2)CN2C(N(C=CC2=O)C)=O)CC2CN(CCO2)CC2=CC=C(C=C2)OC)C 3-((4-(5-chloro-2-((4-(4-methoxybenzyl)morpholin-2-yl)methyl)-3-methylphenyl)pyrrolo[2,1-f][1,2,4]triazin-6-yl)methyl)-1-methylpyrimidine-2,4(1H,3H)-dione